C(C)OC(=O)C1=NC(=C(N=C1N1CCC2(C([C@@H](OC2)C)=N[S@@](=O)C(C)(C)C)CC1)C)Br ethyl-bromo-3-[(3S)-4-[(S)-tert-butylsulfinyl] imino-3-methyl-2-oxa-8-azaspiro[4.5]decan-8-yl]-5-methyl-pyrazine-2-carboxylate